3-[[2-fluoro-4-(trifluoromethyl)phenyl]methoxy]azetidine-1-carboxylic acid tert-butyl ester C(C)(C)(C)OC(=O)N1CC(C1)OCC1=C(C=C(C=C1)C(F)(F)F)F